n-heptane-2-carboxylate CC(CCCCC)C(=O)[O-]